N-[[4-(N-hydroxycarbamimidoyl)phenyl]methyl]-N-methoxy-cyclopropanecarboxamide ONC(=N)C1=CC=C(C=C1)CN(C(=O)C1CC1)OC